COC1=CC=CC2=CC=CC(=C12)B(O)O 1-METHOXYNAPHTHALENE-8-BORONIC ACID